NCC[C@@H]1CN(CCCC1)C(=O)OC(C)(C)C tert-butyl (R)-3-(2-aminoethyl)azepane-1-carboxylate